FC(OC1=CC=C(C=C1C1=CC=CC=C1)C=1C(=NC=C(N1)C)C)F 3-(6-(difluoromethoxy)-[1,1'-biphenyl]-3-yl)-2,5-dimethylpyrazine